C(C)(=O)O[C@H]1[C@H](N(C[C@@H]1O)C(=O)OC(C)(C)C)CC1=CC=C(C=C1)C1=CC=CC=C1 tert-butyl (2R,3S,4S)-3-(acetyloxy)-2-{[1,1'-biphenyl]-4-ylmethyl}-4-hydroxypyrrolidine-1-carboxylate